tert-butyl methyl(4-(2-(4-(methylcarbamoyl)phenyl)benzo[d]imidazo[2,1-b]thiazole-7-carboxamido)butyl)carbamate CN(C(OC(C)(C)C)=O)CCCCNC(=O)C1=CC2=C(N3C(S2)=NC(=C3)C3=CC=C(C=C3)C(NC)=O)C=C1